CN(CCCN)C 3-Di-methylaminopropylamin